FC=1C(=NC(=NC1)NC1=CC(=C(C=C1)N1CCN(CC1)CC)F)C=1C=NN(C1)C1CCCC1 fluoro-N-(3-fluoro-4-(4-ethylpiperazin-1-yl)phenyl)-4-(1-cyclopentyl-1H-pyrazol-4-yl)pyrimidin-2-amine